O=S1(C(C=CC1(CCC#N)CCC#N)(CCC#N)CCC#N)=O (1,1-dioxo-2,5-dihydrothiophene-2,2,5,5-tetrayl)tetrapropionitrile